(S)-N-(3-(1-((2-ethyl-2H-pyrazolo[3,4-b]pyrazin-6-yl)amino)ethyl)-4-methylphenyl)-5-methylnicotinamide C(C)N1N=C2N=C(C=NC2=C1)N[C@@H](C)C=1C=C(C=CC1C)NC(C1=CN=CC(=C1)C)=O